4-Methoxy-N-(1-hydroxy-2-propyl)benzamide COC1=CC=C(C(=O)NC(CO)C)C=C1